The molecule is a C19-gibberellin that is a pentacyclic diterpenoid responsible for promoting growth and development in plants. Initially identified in Gibberella fujikuroi, it differs from gibberellin A1 in lacking the OH at C-7 (gibbane numbering). It has a role as a plant metabolite, a bacterial metabolite and a mouse metabolite. It is a lactone, a gibberellin monocarboxylic acid and a C19-gibberellin. C[C@@]12[C@H](C=C[C@@]3([C@@H]1[C@@H]([C@]45[C@H]3CC[C@H](C4)C(=C)C5)C(=O)O)OC2=O)O